bis(propan-2-yn-1-yl) ethyl phosphate P(=O)(OCC#C)(OCC#C)OCC